1-(Ethylsulfonyl)-3-[4-(7H-pyrrolo[2,3-d]pyrimidin-4-yl)-1H-pyrazol-1-yl]-3-azetidineacetonitrile C(C)S(=O)(=O)N1CC(C1)(CC#N)N1N=CC(=C1)C=1C2=C(N=CN1)NC=C2